Magnesium hydroxybutyrate OC(C(=O)[O-])CC.[Mg+2].OC(C(=O)[O-])CC